O-methyl-2-aminoadenosine-3'-phosphorothioate P(O)(O)(=S)O[C@H]1[C@H]([C@@H](O[C@@H]1CO)N1C=NC=2C(N)=NC(=NC12)N)OC